C(C)CC(=O)O.N[C@@H](C)C(=O)O L-alanine ethyl-acetate